(6-(4-(4-fluorophenyl)-1-isopropyl-1H-imidazol-5-yl)quinolin-3-yl)morpholine FC1=CC=C(C=C1)C=1N=CN(C1C=1C=C2C=C(C=NC2=CC1)N1CCOCC1)C(C)C